6-(((2-chloro-6-fluorophenyl)amino)methyl)-N-(piperidin-4-yl)pyrimidin-4-amine ClC1=C(C(=CC=C1)F)NCC1=CC(=NC=N1)NC1CCNCC1